4-(5-methyl-1H-pyrazol-1-yl)benzonitrile CC1=CC=NN1C1=CC=C(C#N)C=C1